CCN(CC)CCO.Cl diethylaminoethanol hydrochloride